tert-butyl 2-((tert-butoxycarbonyl)(3-cyano-5-iodobenzyl)amino)acetate C(C)(C)(C)OC(=O)N(CC(=O)OC(C)(C)C)CC1=CC(=CC(=C1)I)C#N